CC(C[C@H](NC(=O)C1CC(=NO1)C1=CC=CC=C1)B(O)O)C ((1R)-3-methyl-1-(3-phenyl-4,5-dihydroisoxazole-5-carboxamido)butyl)boronic acid